2'-fluoro-N-acetylguanosine F[C@@]1([C@@H](O[C@@H]([C@H]1O)CO)N1C=NC=2C(=O)NC(NC(C)=O)=NC12)O